bis-hydroxyphenyl ether OC=1C(=C(C=CC1)OC1=C(C(=CC=C1)O)O)O